O1C(COCC1)C(=O)N[C@H]1CC[C@H](CC1)N1N=CC(=C1C(=O)NC1=C(C=C(C=C1)OCC1=CC=CC=C1)C)Cl 1-(cis-4-(1,4-dioxane-2-carboxamido)cyclohexyl)-N-(4-(benzyloxy)-2-methylphenyl)-4-chloro-1H-pyrazole-5-carboxamide